C1(CC1)S(=O)(=O)NC1=NC=CC(=N1)C1(CCN(CC1)C)C(=O)NC1=NC=C(C=C1)C1=NC(=CN=C1)OCC 4-(2-(cyclopropanesulfonylamino)pyrimidin-4-yl)-N-(5-(6-ethoxypyrazin-2-yl)pyridin-2-yl)-1-methylpiperidine-4-carboxamide